3-{[3-(4-methylphenyl)-1,2,4-oxadiazol-5-yl]methyl}-1-phenyl-imidazolidine-2,4-dione CC1=CC=C(C=C1)C1=NOC(=N1)CN1C(N(CC1=O)C1=CC=CC=C1)=O